2-oxo-3-(m-tolyl)propionic acid O=C(C(=O)O)CC=1C=C(C=CC1)C